FC=1C(=C(C#N)C=CC1)N1CCC(CC1)N1C(N(C=2C(C1)=CN(N2)C)CC2=C(C=CC=C2)C(F)(F)F)=O 3-Fluoro-2-{4-[2-methyl-6-oxo-7-(2-trifluoromethyl-benzyl)-2,4,6,7-tetrahydro-pyrazolo[3,4-d]pyrimidin-5-yl]-piperidin-1-yl}-benzonitril